CN1NC2=C(C=CC=C2C1=O)NS(=O)(=O)C=1C=NC(=CC1)N1N=CC(=C1)C(F)(F)F N-(2-METHYL-3-OXO-2,3-DIHYDRO-1H-INDAZOL-7-YL)-6-(4-(TRIFLUOROMETHYL)-1H-PYRAZOL-1-YL)PYRIDINE-3-SULFONAMIDE